FC1=CC=C(CC2=CC3=C(OC[C@@H](N3)C)N=C2NCC(F)(F)F)C=C1 (S)-7-(4-fluorobenzyl)-2-methyl-N-(2,2,2-trifluoroethyl)-2,3-dihydro-1H-pyrido[2,3-b][1,4]oxazin-6-amine